N-(1-((1r,4r)-4-hydroxycyclohexyl)-3-(pyridin-2-yl)-1H-pyrazol-4-yl)-2-(1H-pyrazol-4-yl)thiazole-4-carboxamide formate C(=O)O.OC1CCC(CC1)N1N=C(C(=C1)NC(=O)C=1N=C(SC1)C=1C=NNC1)C1=NC=CC=C1